N1=PN=PN=P1 Cyclotriphosphazene